FC1=C(C(=CC=C1)F)[C@@H]1N(CCC1)C1CCC2(CCN(C2)C(=O)C=2OC(=CC2)CO)CC1 {(5S,8s)-8-[(R)-2-(2,6-difluorophenyl)-1-pyrrolidinyl]-2-aza-2-spiro[4.5]decyl}[5-(hydroxymethyl)-2-furyl]methanone